C(C1=CC=CC=C1)N1C=2C=CC=CC2CC2=CC=CC=C12 10-benzyl-9H-acridine